4-[(2-ethylhexyl)sulfanyl]-2-hydroxybenzaldehyde C(C)C(CSC1=CC(=C(C=O)C=C1)O)CCCC